C(C)(=O)C1=CC=C(C=N1)N(C(=O)NC1=CC(=C(C=C1)F)Cl)CC=1C2=C(NN1)OCCC2 1-(6-Acetylpyridin-3-yl)-3-(3-chloro-4-fluorophenyl)-1-((1,4,5,6-tetrahydropyrano[2,3-c]pyrazol-3-yl)methyl)urea